ClC1=NC(=NC(=N1)Cl)C1=CC2=C(OC3=C2C=C(C=C3)C3=CC=CC2=C3SC3=C2C=CC=C3)C=C1 2,4-dichloro-6-(8-dibenzothiophen-4-yldibenzofuran-2-yl)-1,3,5-triazine